FC1=C(C(=CC=C1)F)CC1(CCC1)CN 1-{1-[(2,6-difluorophenyl)methyl]cyclobutyl}methanamine